2-((5-nitropyridin-2-yl)disulfanyl)propyl (2,5-bis((E)-3-((S)-1-(chloromethyl)-5-(phosphonooxy)-1,2-dihydro-3H-benzo[e]indol-3-yl)-3-oxoprop-1-en-1-yl)phenyl)carbamate ClC[C@@H]1CN(C=2C=C(C3=C(C12)C=CC=C3)OP(=O)(O)O)C(/C=C/C3=C(C=C(C=C3)\C=C\C(N3C[C@H](C=1C2=C(C(=CC31)OP(=O)(O)O)C=CC=C2)CCl)=O)NC(OCC(C)SSC2=NC=C(C=C2)[N+](=O)[O-])=O)=O